4-bromo-2-(methylsulfonyl)phenol BrC1=CC(=C(C=C1)O)S(=O)(=O)C